N-{(2S,3R)-2-[(3-chloro-2-fluorophenyl)methyl]-4,4-difluoropyrrolidin-3-yl}cyclopropanesulfonamide hydrochloride Cl.ClC=1C(=C(C=CC1)C[C@@H]1NCC([C@@H]1NS(=O)(=O)C1CC1)(F)F)F